1-benzyl-1-(3-methoxybenzyl)methylamine C(C1=CC=CC=C1)C(CC1=CC(=CC=C1)OC)N